NCCNCC[Si](OCCC)(OCCC)OCCC N-(beta-aminoethyl)-beta-aminoethyltripropoxysilane